CCCCCCCC/C=C\\CCCCCCCC(=O)OC[C@H](COP(=O)([O-])OCC[NH3+])OC(=O)CCCCCCC/C=C\\CCCCCCCC The molecule is a phosphatidylethanolamine 36:2 obtained by transfer of a proton from the amino to the phosphate group of 1,2-dioleoyl-sn-glycero-3-phosphoethanolamine.